C(C)C1=CC(C(C=C1)NC1=CC=NC2=CC(=C(C=C12)OCCOC)OCCOC)=O N-(4-ethyl-ketophenyl)-6,7-bis(2-methoxyethoxy)-4-quinolinamine